N-methyl-N-(trimethylsilyl)heptafluorobutylamine CN([Si](C)(C)C)CC(C(C(F)(F)F)(F)F)(F)F